(3R,9S*)-N-(3-Cyano-4-fluorophenyl)-11,11-difluoro-9-hydroxyl-3-methyl-3,4,8,9,10,11-hexahydro-1H-pyrido[4',3':3,4]pyrazolo[1,5-a]azepine-2(7H)-carboxamide C(#N)C=1C=C(C=CC1F)NC(=O)N1CC=2C(=NN3C2C(C[C@H](CC3)O)(F)F)C[C@H]1C |o1:21|